5-methyl-1-phenylhexen-3-yn-5-ol CC(C#CC=CC1=CC=CC=C1)(C)O